(piperidin-4-yl)-1,4-oxazepine N1CCC(CC1)C=1OC=CC=NC1